C1(CCCCC1)[NH3+].C1=C(C=CC=2C(C3=CC=CC=C3C(C12)=O)=O)C(C)OC(N(C1CCCCC1)C1CCCCC1)=O 1-(anthraquinone-2-yl)ethyl-N,N-dicyclohexylcarbamic acid, cyclohexylammonium salt